5-bromo-4-fluoro-3-(3-hydroxy-3-methylbutyl)-1-methyl-1,3-dihydro-2H-benzo[d]imidazol-2-one BrC1=C(C2=C(N(C(N2CCC(C)(C)O)=O)C)C=C1)F